(methyl) (nonafluorobutyl) ether FC(C(C(F)(F)OC)(F)F)(C(F)(F)F)F